CC=1C=CC(=NC1)C=1C=CC2=C(C=3CN(C(C3C=C2)=O)CC(C(=O)N)=C)C1 2-{[8-(5-methylpyridin-2-yl)-3-oxo-1H,2H,3H-benzo[e]isoindol-2-yl]methyl}prop-2-enamide